(S)-2-tert-butyl 8-methyl 6-(1-(4-fluorobenzyl)-1H-pyrazole-4-carbonyl)-2,6-diazaspiro[3.4]octane-2,8-dicarboxylate FC1=CC=C(CN2N=CC(=C2)C(=O)N2CC3(CN(C3)C(=O)OC(C)(C)C)[C@@H](C2)C(=O)OC)C=C1